1-(2-((2-(2-methoxyphenyl)pyrimidin-4-yl)methoxy)phenyl)ethan-1-one COC1=C(C=CC=C1)C1=NC=CC(=N1)COC1=C(C=CC=C1)C(C)=O